N1(C=NC=C1)C=1C=NC2=CC=C(C=C2N1)C(=O)C=1C=C(C=CC1F)NC(=O)NC1=CC(=C(C=C1)F)Cl 1-(3-(3-(1H-imidazol-1-yl)quinoxaline-6-carbonyl)-4-fluorophenyl)-3-(3-chloro-4-fluorophenyl)urea